FC(C1=C(C=NC(=C1)C(F)(F)F)N1C(NC2(C1)CCC(CC2)(C2=CC=CC=C2)N(C)C)=O)(F)F 3-[4,6-bis(trifluoromethyl)-pyridin-3-yl]-8-dimethylamino-8-phenyl-1,3-diazaspiro[4.5]decan-2-one